C(C)(=O)OCCC(C)OCCC 3-PROPOXYBUTYL ACETATE